C(C)C1=NC(=CC=C1N1C[C@H](CC(C1)(F)F)CC(=O)OC(C)(C)C)C=1N=NN(C1COS(=O)(=O)C)C tert-butyl (S)-2-(1-(2-ethyl-6-(1-methyl-5-(((methylsulfonyl)oxy)methyl)-1H-1,2,3-triazol-4-yl) pyridin-3-yl)-5,5-difluoropiperidin-3-yl)acetate